tert-butyl ((S)-1-(((S)-1-((4-(hydroxymethyl)phenyl)amino)-1-oxo-5-ureidopentan-2-yl) amino)-3-methyl-1-oxobutan-2-yl)carbamate OCC1=CC=C(C=C1)NC([C@H](CCCNC(=O)N)NC([C@H](C(C)C)NC(OC(C)(C)C)=O)=O)=O